(S)-3-(benzyloxy)-6-(tert-butyl)-2-chloro-10-oxo-5,10-dihydro-6H-pyrido[1,2-H][1,7]Naphthyridine-9-carboxylic acid ethyl ester C(C)OC(=O)C=1C(C=C2N([C@@H](CC=3C=C(C(=NC23)Cl)OCC2=CC=CC=C2)C(C)(C)C)C1)=O